FC1CNCC1C(C)C 3-fluoro-4-isopropylpyrrolidine